NC1=NC(=CC(=N1)O)CN1C(CCC1)C1=CC=CC=C1 2-Amino-6-((2-phenylpyrrolidin-1-yl)methyl)pyrimidin-4-ol